C(C)(C)(C)N(C(=O)OC1CN(C1)C1=CC=CC=C1)CCCN1C=NC(=C1)CN1C=CC2=CC=C(C=C12)C#N 1-phenyl-azetidin-3-ol tert-butyl-(3-(4-((6-cyano-1H-indol-1-yl)methyl)-1H-imidazol-1-yl)propyl)carbamate